(R)-((5,5-difluoro-1-(2-methyl-5-((4-(trifluoromethoxy)pyridin-2-yl)amino)benzoyl)piperidin-2-yl)methyl)t-butyl carbamate C(N)(OC(CC[C@H]1N(CC(CC1)(F)F)C(C1=C(C=CC(=C1)NC1=NC=CC(=C1)OC(F)(F)F)C)=O)(C)C)=O